bis(butyl) oxide Tin [Sn].C(CCC)OCCCC